C(#N)C=1C(=CC=2OC[C@H]3N(C2N1)CCCC3)/N=C/N(C)C (S,E)-N'-(2-cyano-6,6a,7,8,9,10-hexahydrodipyrido[3,2-b:1',2'-d][1,4]oxazin-3-yl)-N,N-dimethylformimidamide